BrC=1C=NN(C1)CC1(COC1)C 4-bromo-1-((3-methyloxetan-3-yl)methyl)-1H-pyrazole